(S)-4-fluoro-1-(4-fluorophenylmethyl)-N-(5-methyl-4-oxo-2,3,4,5-tetrahydropyrido[3,2-b][1,4]oxazepin-3-yl)-1H-pyrazole-3-carboxamide FC=1C(=NN(C1)CC1=CC=C(C=C1)F)C(=O)N[C@@H]1C(N(C2=C(OC1)C=CC=N2)C)=O